O=C1NC(CCC1N1C(C2=CC=CC(=C2C1=O)NCC1CCC(CC1)NC)=O)=O 2-(2,6-Dioxopiperidin-3-yl)-4-((((1s,4s)-4-(methylamino)cyclohexyl)methyl)amino)isoindoline-1,3-dione